FC1(CC(C1)[C@@H]1[C@H](C1)C=1C=2N(N=C(C1)C=1C(=NC(=NC1)OC)OC)C=CN2)F 8-((1S,2R)-2-(3,3-difluorocyclobutyl)cyclopropyl)-6-(2,4-dimethoxypyrimidin-5-yl)imidazo[1,2-b]pyridazine